tert-Butyl (7-((trans-4-aminocyclohexyl)methyl)-7-azaspiro[3.5]nonan-2-yl)carbamate N[C@@H]1CC[C@H](CC1)CN1CCC2(CC(C2)NC(OC(C)(C)C)=O)CC1